COC(CC1=CC(=CC=C1)C(N)=O)=O 2-(3-carbamoylphenyl)acetic Acid Methyl Ester